C(C)(C)(C)OC(=O)N1CC(C1)C(=O)NNC(C)=O 3-(2-Acetylhydrazine-1-carbonyl)azetidine-1-carboxylic acid tert-butyl ester